N1(CCNCC1)CCCCCCC(CO)O 8-(1-piperazinyl)-1,2-octanediol